C[Si](C#CC([2H])([2H])ON1CC2=CC=CC=C2C1)(C)C 2-((3-(trimethylsilyl)prop-2-yn-1-yl-1,1-d2)oxy)isoindoline